(R)-1-(1-(1-((3,3-Difluoropiperidin-4-yl)methyl)piperidin-4-yl)-3-methyl-1H-pyrrolo[2,3-b]pyridin-5-yl)dihydropyrimidine-2,4(1H,3H)-dione FC1(CNCC[C@@H]1CN1CCC(CC1)N1C=C(C=2C1=NC=C(C2)N2C(NC(CC2)=O)=O)C)F